N-(4-(4-amino-2,3-dimethylphenoxy)pyridin-2-yl)acetamide NC1=C(C(=C(OC2=CC(=NC=C2)NC(C)=O)C=C1)C)C